C1(CC1)[C@@]1(C(N[C@H](C1)CC)=O)C#N (3R,5S)-3-cyclopropyl-5-ethyl-2-oxopyrrolidine-3-carbonitrile